C(C=C)C1=CC=C(C=C1)CCl p-allyl-(chloromethyl)benzene